N1=CC=C(C=C1)C1=NC(=NN1)C1=CC(=NC=C1)C#N 4-[5-pyridin-4-yl-1h-[1,2,4]triazol-3-yl]-pyridine-2-carbonitrile